[O+]1=CC=CC=C1 PYRYLIUM